((1S,4R)-7-(7-bromo-2-chloro-8-fluoro-6-(trifluoromethyl)quinazolin-4-yl)-7-azabicyclo[2.2.1]heptan-2-yl)(2-methoxyethyl)carbamic acid benzyl ester C(C1=CC=CC=C1)OC(N(CCOC)C1[C@@H]2CC[C@H](C1)N2C2=NC(=NC1=C(C(=C(C=C21)C(F)(F)F)Br)F)Cl)=O